FC1(CN(C1)C)C1=NN=C2N1C=CC(=C2)C2=C(C=C(C=C2)C2=NO[C@H](C2)CN2N=NC=C2)F 3-(3-Fluoro-1-methylazetidin-3-yl)-7-(2-fluoro-4-{(5R)-5-[(1H-1,2,3-triazol-1-yl)methyl]-4,5-dihydro-1,2-oxazol-3-yl}phenyl)[1,2,4]triazolo[4,3-a]pyridine